dimethyl-butyl-amine CN(CCCC)C